((6-chloro-4-fluoropyridin-3-yl)ethynyl)tetrahydrothiophene-1,1-dioxide ClC1=CC(=C(C=N1)C#CC1S(CCC1)(=O)=O)F